2-methoxy-N-(1-phenylcyclopropyl)-6,7-dihydro-5H-cyclopenta[b]pyridine-3-carboxamide COC1=C(C=C2C(=N1)CCC2)C(=O)NC2(CC2)C2=CC=CC=C2